5-amino-5'-benzyl-3,3'-trimethylenebis(1H-1,2,4-triazole) NC=1C=CC=C(CC2=NC(=NN2)CCCC2=NNC=N2)C1